BrC=1C=C(C=C2C(=C(C(=NC12)Cl)C)C#N)Cl 8-bromo-2,6-dichloro-3-methyl-quinoline-4-carbonitrile